CN(C)CCCCl N,N-dimethyl-3-chloropropylamine